CC1=C(C2=CC=CC=C2C(=C1C/C=C(\\C)/CC/C=C(\\C)/CC/C=C(\\C)/CC/C=C(\\C)/CC/C=C(\\C)/CC/C=C(\\C)/CC/C=C(\\C)/CC/C=C(\\C)/CC/C=C(\\C)/CC/C=C(\\C)/CC/C=C(\\C)/CCC=C(C)C)O)O The molecule is a menaquinol whose structure comprises a 2-methylbenzohydroquinone nucleus and a side chain of twelve isoprenoid units. It has a role as an electron donor.